((3aR,6aS)-5-(4-(2-aminopropane-2-yl)-6-methylpyrimidin-2-yl)hexahydropyrrolo[3,4-c]pyrrol-2(1H)-yl)methanone NC(C)(C)C1=NC(=NC(=C1)C)N1C[C@@H]2[C@H](C1)CN(C2)C=O